acrylamido-propionic acid C(C=C)(=O)NC(C(=O)O)C